C(C)(C)(C)OC(N[C@@]1(CN(CC1)C=1C=NC=C(C1)C=1C(=C(C=C(C1)F)C1=CC(=C(C=C1)N1C(N(C=C1)C)=O)Cl)O)C)=O (S)-(1-(5-(3'-chloro-5-fluoro-2-hydroxy-4'-(3-methyl-2-oxo-2,3-dihydro-1H-imidazol-1-yl)-[1,1'-biphenyl]-3-yl)pyridin-3-yl)-3-methylpyrrolidin-3-yl)carbamic acid tert-butyl ester